Aluminum-Gallium Oxide [O-2].[Ga+3].[Al+3].[O-2].[O-2]